9-(3-isopropylaminopropyl)-9H-purin-6-ylamine C(C)(C)NCCCN1C2=NC=NC(=C2N=C1)N